CC(CCC)O methyl-(E)-butanol